2-Isocyanato-5-methylbenzonitril N(=C=O)C1=C(C#N)C=C(C=C1)C